9-(6-methoxy-5-(6-(trifluoromethyl)pyridinamido)-2H-indazol-2-yl)-3-azaspiro[5.5]undecane-3-carboxylic acid tert-butyl ester C(C)(C)(C)OC(=O)N1CCC2(CC1)CCC(CC2)N2N=C1C=C(C(=CC1=C2)NC(=O)C2=NC(=CC=C2)C(F)(F)F)OC